BrC1=CC=C2C=C(C(=NC2=C1C(=O)NC1=CSC=C1)OC)C(=O)O 7-bromo-2-methoxy-8-[(thiophen-3-ylamino)carbonyl]quinoline-3-carboxylic acid